C(CC)C1CC(=O)OC1 β-propyl-butyrolactone